methyl 4-((1r,3r)-3-(isopropylamino)cyclobutoxy)-3-methoxy-2-vinylbenzoate C(C)(C)NC1CC(C1)OC1=C(C(=C(C(=O)OC)C=C1)C=C)OC